BrC=1C(=C(SC1Br)C(=O)NC1(CC1)C(=O)O)F 1-{[(4,5-dibromo-3-fluoro-2-thienyl)carbonyl]Amino}cyclopropanecarboxylic acid